C(=O)(OC(C)(C)C)N[C@H](C)C1=CC=C(C=C1)C1=C(C=C(C=2NC(C3=CC=C(C=C3C12)C)=O)C)OC (R)-1-(4-(1-(N-Boc-amino)ethyl)phenyl)-2-methoxy-4,9-dimethyl-6(5H)-phenanthridinone